(S)-2-methylazetidine (7,7-dimethyl-2-oxo-bicyclo[2.2.1]hept-1-yl)methanesulfonate CC1(C2(C(CC1CC2)=O)CS(=O)(=O)O)C.C[C@@H]2NCC2